5-bromo-1-[1-(2-hydroxyethyl)piperidin-4-yl]-3,3-dimethyl-1,3-dihydro-2H-pyrrolo[2,3-b]pyridin-2-one BrC=1C=C2C(=NC1)N(C(C2(C)C)=O)C2CCN(CC2)CCO